OC(CN(SCCCCC)CC(CCCCCCCCCCCCCC)O)CCCCCCCCCCCCCC 5-(bis(2-hydroxyhexadecyl)amino)thiopentane